(R)-N-(2-(4-(azetidin-1-yl)piperidin-1-yl)-4-methoxy-5-((6-(3-(3-(trifluoromethyl)phenyl)isooxazolidin-2-yl)pyrimidin-4-yl)amino)phenyl)acrylamide N1(CCC1)C1CCN(CC1)C1=C(C=C(C(=C1)OC)NC1=NC=NC(=C1)N1OCC[C@@H]1C1=CC(=CC=C1)C(F)(F)F)NC(C=C)=O